(E)-Methyl 3-(6-amino-3-methylpyridin-2-yl)acrylate NC1=CC=C(C(=N1)/C=C/C(=O)OC)C